OC1=C(C(=O)N2CC3=CC=CC(=C3C2)N(C(\C=C\CN(C)C)=O)CCC2CCOCC2)C=C(C(=C1)O)C (E)-N-(2-(2,4-Dihydroxy-5-methylbenzoyl)isoindolin-4-yl)-4-(dimethylamino)-N-(2-(tetrahydro-2H-pyran-4-yl)ethyl)but-2-enamide